(R)-3-(3-((R)-1-(4-aminopyrido[3,2-d]pyrimidin-6-yl)piperidin-3-yl)isoxazol-5-yl)-3-hydroxy-1-methylpyrrolidin-2-one NC=1C2=C(N=CN1)C=CC(=N2)N2C[C@@H](CCC2)C2=NOC(=C2)[C@]2(C(N(CC2)C)=O)O